C(=C)[SiH3] vinylsilane